C(C(C)C)[C@H]1[C@@H](C[C@]2(N(CCC3=CC(=C(C=C23)OC)O)C1)C)OC1OCCCC1 (2R,3R,11bR)-3-isobutyl-10-methoxy-11b-methyl-2-((tetrahydro-2H-pyran-2-yl)oxy)-1,3,4,6,7,11b-hexahydro-2H-pyrido[2,1-a]Isoquinolin-9-ol